6-(2-hydroxy-2-(2-(trifluoromethyl)pyridin-4-yl)acetyl)-2-(1-phenylcyclopropyl)-5,6,7,8-tetrahydropyrido[4,3-d]pyrimidin-4(3H)-one OC(C(=O)N1CC2=C(N=C(NC2=O)C2(CC2)C2=CC=CC=C2)CC1)C1=CC(=NC=C1)C(F)(F)F